5-bromo-2-fluoroaniline BrC=1C=CC(=C(N)C1)F